CC=1N=C2N(N=C(C=C2C)C=2C=C3C=NN(C(C3=CC2)=O)[C@@H]2C[C@H](NCC2)CC)C1 6-{2,8-dimethylimidazo[1,2-b]pyridazin-6-yl}-2-[(2R,4S)-2-ethylpiperidin-4-yl]phthalazin-1-one